CC1(OB(OC1(C)C)C=1C=CC(=NC1)C[N+]1=NOC(=C1)[N-]C(NC=1C=NC=C(C1)C(F)(F)F)=O)C (3-((5-(4,4,5,5-tetramethyl-1,3,2-dioxaborolan-2-yl)pyridin-2-yl)methyl)-1,2,3-oxadiazol-3-ium-5-yl)((5-(trifluoromethyl)pyridin-3-yl)carbamoyl)amide